4-butyl-vinyl-imidazole bis(trifluoromethanesulfonyl)imide salt [N-](S(=O)(=O)C(F)(F)F)S(=O)(=O)C(F)(F)F.C(CCC)C=1N=C(NC1)C=C